N1(CCOCC1)C=1C=C(C=NC1)[C@@H](CC(=O)O)N1N=C(C=C1)CCCC1=NC=2NCCCC2C=C1 (R)-3-[5-(morpholin-4-yl)pyridin-3-yl]-3-{3-[3-(5,6,7,8-tetrahydro-1,8-naphthyridin-2-yl)propyl]-1H-pyrazol-1-yl}propanoic acid